ditolyl Carbonate C(OC1=C(C=CC=C1)C)(OC1=C(C=CC=C1)C)=O